The molecule is a member of the class of sulfamides that is N-phenylsulfuric diamide substituted by two methyl groups at the amino nitrogen atom. It is a metabolite of the agrochemical dichlofluanid. It has a role as a marine xenobiotic metabolite. CN(C)S(=O)(=O)NC1=CC=CC=C1